N1=C(C=CC=C1)SSCCN 2-(2-pyridyl-dithio)ethylamine